N-dodecyl-N-methyl-carbamodithioic acid C(CCCCCCCCCCC)N(C(=S)S)C